3-[6-(2-cyclopentylsulfanyl-pyridin-3-yl)-thiochroman-2-yl]-propionic acid C1(CCCC1)SC1=NC=CC=C1C=1C=C2CCC(SC2=CC1)CCC(=O)O